methyl 5-amino-2-thiophenecarboxylate NC1=CC=C(S1)C(=O)OC